N-(4-chloro-3-cyano-1H-indol-7-yl)-1-[1-(hydroxymethyl)cyclobutyl]pyrazole-4-sulfonamide ClC1=C2C(=CNC2=C(C=C1)NS(=O)(=O)C=1C=NN(C1)C1(CCC1)CO)C#N